(4-((2-(difluoromethyl)pyridin-4-yl)oxy)-3-fluorobenzyloxy)-7,8-dihydro-1H,6H,9H-6,8a-ethanopyrrolo[1',2':3,4]imidazo[1,2-c]pyrimidin-1-one FC(C1=NC=CC(=C1)OC1=C(C=C(COC=2C=C3N(C(N2)=O)CC24N3C(CC2)CC4)C=C1)F)F